(S)-6-chloro-1-(((S)-tetrahydro-2H-pyran-3-yl)methyl)-2-(4-(trichloromethyl)-6-(trifluoromethyl)-1,3,5-triazin-2-yl)-2,3,4,9-tetrahydro-1H-pyrido[3,4-b]indole ClC=1C=C2C3=C(NC2=CC1)[C@@H](N(CC3)C3=NC(=NC(=N3)C(Cl)(Cl)Cl)C(F)(F)F)C[C@H]3COCCC3